(3-fluorotetrahydropyran-3-yl)methanamine hydrochloride Cl.FC1(COCCC1)CN